4-oxo-3H,4H-pyrido[2,3-d]pyrimidin O=C1C2=C(N=CN1)N=CC=C2